C1(CCCC1)C(=O)N1CCC(CC1)C(=O)N[C@@H](C[C@H]1C(NCC1)=O)C(COC1=C(C(=CC(=C1F)F)F)F)=O 1-(cyclopentanecarbonyl)-N-((S)-3-oxo-1-((S)-2-oxopyrrolidin-3-yl)-4-(2,3,5,6-tetrafluorophenoxy)butan-2-yl)piperidine-4-carboxamide